COC1=C(C=CC(=C1)OC)CN(C)C1=NC(=NC2=C(N(N=C12)COCC[Si](C)(C)C)C1=NC=CC=C1)Cl [(2,4-dimethoxyphenyl)methyl]-N-methyl[5-chloro-3-(2-pyridyl)-2-{[2-(trimethylsilyl)ethoxy]methyl}-2H-1,2,4,6-tetraazainden-7-yl]amine